C(C)(C)N1CN=CC=C1 3-isopropylpyrimidine